2-formyl-3,5-diethoxypyridin-4-one C(=O)C1=NC=C(C(C1OCC)=O)OCC